C(=O)C1=C(C=CC=2OCOC21)C2=C(C(=O)NC)C=CC=C2 (4-formyl-1,3-benzodioxol-5-yl)-N-methyl-benzamide